(8aS)-7,7-difluoro-octahydropyrrolo[1,2-a]pyrazine dihydrochloride Cl.Cl.FC1(C[C@@H]2N(CCNC2)C1)F